FC(C1=NN=C(O1)C=1C=CC(=NC1)CN1C(SC(=N1)C1=CC=C(C=C1)CN1CCNCC1)=O)F 3-[[5-[5-(difluoromethyl)-1,3,4-oxadiazol-2-yl]-2-pyridinyl]methyl]-5-[4-(piperazin-1-ylmethyl)phenyl]-1,3,4-thiadiazol-2-one